FC1=C(C=CC(=C1)F)S(=O)(=O)N1CCSCC1 4-(2,4-difluorophenylsulfonyl)thiomorpholine